(1R,2s,3R,5R)-3-(2-chloro-4-(methylamino)-7H-pyrrolo[2,3-d]pyrimidin-7-yl)-5-(((3-((3-phenoxyphenethyl)amino)propyl)amino)methyl)cyclopentane-1,2-diol ClC=1N=C(C2=C(N1)N(C=C2)[C@H]2[C@@H]([C@@H]([C@H](C2)CNCCCNCCC2=CC(=CC=C2)OC2=CC=CC=C2)O)O)NC